S(=O)(=O)=C1C(C=CC(C1)=S(=O)=O)C(=[NH+][O-])C(C)(C)C 2,4-Disulfonyl-α-Phenyl-Tertiary Butyl-Nitrone